O=CC(C(CC)=O)C1CCN(CC1)C=1C=C2CN(C(C2=CC1)=O)C1C(NC(CC1)=O)=O 3-(5-(4-(1,3-Dioxopent-2-yl)piperidin-1-yl)-1-oxoisoindolin-2-yl)piperidine-2,6-dione